COC(=O)[C@H]1CN(CCN1)C(=O)OC(C)(C)C (R)-1-N-BOC-3-piperazinecarboxylic acid methyl ester